C1(CC1)C=1C(=C(C=CC1)S(=O)(=N)C1=C(N=C(N=N1)C)C(=O)NCC(F)(F)C1=C(C=C(C=C1)C)C)F 6-[S-(3-cyclopropyl-2-fluorophenyl)sulfonimidoyl]-N-[2-(2,4-dimethylphenyl)-2,2-difluoroethyl]-3-methyl-1,2,4-triazine-5-carboxamide